FC=1C=2N(C=C(C1)NC(=O)C=1N=CC(=NC1)N1CC3C(C3C1)NC(OC(C)(C)C)=O)C=C(N2)C tert-butyl N-[3-[5-[(8-fluoro-2-methyl-imidazo[1,2-a]pyridin-6-yl)carbamoyl]pyrazin-2-yl]-3-azabicyclo[3.1.0]hexan-6-yl]carbamate